Cl.N(C1=CC=CC=C1)C=C1C(=C(CCC1)C=NC1=CC=CC=C1)Cl N-[(3-(anilinomethylene)-2-chloro-1-cyclohexen-1-yl)methylene]aniline monohydrochloride